[Si](C)(C)(C(C)(C)C)OC=1C=C(C=C(C1F)F)N1N=CC2=CC(=CC=C12)OC1CN(C1)S(=O)(=O)C 1-(3-((tert-butyldimethylsilyl)oxy)-4,5-difluorophenyl)-5-((1-(methylsulfonyl)azetidin-3-yl)oxy)-1H-indazole